C12COCC(CNC1)N2C(=O)O 3-oxa-7,9-diazabicyclo[3.3.1]nonane-9-carboxylic acid